C(#N)C1=CN=C(S1)N1N=C(N=C1[C@H](C)NC(OC(C)(C)C)=O)C tert-butyl {(1S)-1-[1-(5-cyano-1,3-thiazol-2-yl)-3-methyl-1H-1,2,4-triazol-5-yl]ethyl}carbamate